CN1CC(C=C2C3=C4N(CC12)C=CC4=CC=C3)C Racemic-8,10-dimethyl-7a,8,9,10-tetrahydro-7H-indolo[7,1-fg][1,7]naphthyridine